FC(C(=O)N[C@H]1[C@@H](N(C(C1)=O)C=1C=C2C=NN(C2=CC1)C1=CC(=NC=C1)OC)C1=CC=CC=C1)(C)F trans-2,2-difluoro-N-(1-(1-(2-methoxypyridin-4-yl)-1H-indazol-5-yl)-5-oxo-2-phenylpyrrolidin-3-yl)propanamide